C(#N)C1=CC(=C(COC2=CC=C3CCNCC3=C2)C=C1)F 7-((4-cyano-2-fluorobenzyl)oxy)-1,2,3,4-tetrahydroisoquinoline